OC=1N=C(N=NC1)NC(=O)[C@@H]1[C@H](C1)C1=NC=CC(=N1)C (1S,2S)-N-(5-hydroxy-1,2,4-triazin-3-yl)-2-(4-methylpyrimidin-2-yl)-cyclopropane-1-carboxamide